ClC1=C(C(=CC(=N1)N1C(C2=CC=CC=C2C1=O)=O)C)F 2-(6-chloro-5-fluoro-4-methylpyridin-2-yl)isoindoline-1,3-dione